(2,2'-bipyridine) N1=C(C=CC=C1)C1=NC=CC=C1